3-[[(2R,5R)-2-[[bis(4-methoxyphenyl)-phenyl-methoxy]methyl]-5-[4-(prop-2-ynoxymethyl)triazol-1-yl]tetrahydrofuran-3-yl]oxy-(diisopropylamino)phosphanyl]oxypropanenitrile COC1=CC=C(C=C1)C(OC[C@H]1O[C@H](CC1OP(OCCC#N)N(C(C)C)C(C)C)N1N=NC(=C1)COCC#C)(C1=CC=CC=C1)C1=CC=C(C=C1)OC